CC(C)(C)C neo-Pentane